COC(CCCCCCCCCCC(=O)ON1C(CCC1=O)=O)=O Dodecanedioic acid 1-(2,5-dioxopyrrolidin-1-yl) 12-methyl ester